methyl 6-((3-(4-fluoro-phenyl)-5-methylisoxazol-4-yl)methoxy)-2-methoxynicotinate FC1=CC=C(C=C1)C1=NOC(=C1COC1=NC(=C(C(=O)OC)C=C1)OC)C